NC1=C(N=NN1C)C1=CC=C(C(=N1)C)OC[C@@H]1[C@H](CCCC1)C(=O)OC methyl (1S,2S)-2-(((6-(5-amino-1-methyl-1H-1,2,3-triazol-4-yl)-2-methyl pyridin-3-yl)oxy)methyl)cyclohexane-1-carboxylate